C1(CC1)C1CC(C1)NC(=O)NCC1=CC(=NC=C1)OCC(F)(F)F 1-(3-cyclopropylcyclobutyl)-3-[[2-(2,2,2-trifluoroethoxy)pyridin-4-yl]methyl]urea